C[C@H]1CC[C@@H](NC1)C=1C=CC2=C(N=CS2)C1 5-[(2R,5S)-5-methyl-2-piperidyl]-1,3-Benzothiazole